N-pentadecyl-N,N-diethyl-N-benzylammonium C(CCCCCCCCCCCCCC)[N+](CC1=CC=CC=C1)(CC)CC